S1C=CC2=C1C=CC=C2 Benzo-thiophen